C(C)C1=C(C=C(C(=C1)O)F)C1=CC=C2C(=NNC2=C1)C=1NC=C(N1)CNC(=O)N1C[C@H](CC1)O (S)-N-((2-(6-(2-Ethyl-5-Fluoro-4-Hydroxyphenyl)-1H-Indazol-3-yl)-1H-Imidazol-4-yl)methyl)-3-Hydroxypyrrolidin-1-Carboxamid